(rac)-[2-amino-4-(trifluoromethoxy)phenyl]-[4-[2-(tetrahydrofuran-3-ylamino)-5H-pyrrolo[2,3-b]pyrazin-7-yl]-1-piperidyl]methanone NC1=C(C=CC(=C1)OC(F)(F)F)C(=O)N1CCC(CC1)C1=CNC2=NC=C(N=C21)N[C@H]2COCC2 |r|